6-fluoro-1-[[4-[5-(trifluoromethyl)-1,2,4-oxadiazol-3-yl]phenyl]methyl]indazole-3-carbonitrile FC1=CC=C2C(=NN(C2=C1)CC1=CC=C(C=C1)C1=NOC(=N1)C(F)(F)F)C#N